FC(C1=NN(C(=C1)C(F)(F)F)CC(=O)N1CCC(CC1)C1=CC(=NC=C1)C(=O)NC1CCCC2=CC=CC=C12)(F)F 4-[1-[2-[3,5-bis-trifluoromethylpyrazol-1-yl]acetyl]-4-piperidinyl]-N-tetrahydronaphthalen-1-ylpyridine-2-carboxamide